divinylbenzene potassium methacrylate C(C(=C)C)(=O)[O-].[K+].C(=C)C1=C(C=CC=C1)C=C